2,2,2-trifluoro-N-{[(3R,5aS,6R,8aS,9R,10S,12R,12aR)-3,6,9-trimethyldecahydro-12H-3,12-epoxypyrano[4,3-j][1,2]benzodioxepin-10-yl]methyl}acetamide FC(C(=O)NC[C@@H]1[C@@H]([C@@H]2CC[C@H]([C@@H]3CC[C@]4(OO[C@]32[C@H](O1)O4)C)C)C)(F)F